CN1C(=NC=2C1=NC(=CC2N2CCOCC2)NNC(=O)[O-])C2=NC=CC=C2 2-(3-methyl-7-morpholino-2-(pyridin-2-yl)-3H-imidazo[4,5-b]pyridin-5-yl)hydrazinecarboxylate